benzyl 4-[2-[2-[3-(3-amino-6-chloro-pyridazin-4-yl)-3,8-diazabicyclo[3.2.1]octan-8-yl]phenoxy]ethyl]piperazine-1-carboxylate NC=1N=NC(=CC1N1CC2CCC(C1)N2C2=C(OCCN1CCN(CC1)C(=O)OCC1=CC=CC=C1)C=CC=C2)Cl